(N-[4-Amino-5-(3-cyclopentylisoxazol-5-carbonyl)thiazol-2-yl]-4-fluoroanilino)propanamid NC=1N=C(SC1C(=O)C1=CC(=NO1)C1CCCC1)N(C1=CC=C(C=C1)F)C(C(=O)N)C